tert-butyl 2-(5-(methyl(phenyl)amino)-[1,2,4]triazolo[4,3-a]quinazolin-8-yl)-1H-pyrrole-1-carboxylate CN(C1=NC=2N(C3=CC(=CC=C13)C=1N(C=CC1)C(=O)OC(C)(C)C)C=NN2)C2=CC=CC=C2